((7R)-7-Amino-2-azabicyclo[2.2.1]heptan-2-yl)(2-(1-(cyclopropylmethyl)-6-methyl-1H-indol-2-yl)-4-methoxy-3-methylpyrazolo[1,5-a]pyridin-6-yl)methanone N[C@H]1C2N(CC1CC2)C(=O)C=2C=C(C=1N(C2)N=C(C1C)C=1N(C2=CC(=CC=C2C1)C)CC1CC1)OC